Para-hydroxyphenylalanine OC1=CC=C(C[C@H](N)C(=O)O)C=C1